FCC1(OC(=C(O1)F)F)CF 2,2-difluoromethyl-4,5-difluoro-1,3-dioxole